ethyl 7-methoxy-1-methyl-2-(2-methyl-3,4,5,13,19-pentazatetracyclo[11.5.2.13,6.016,20]henicosa-1(19),4,6(21),14,16(20),17-hexaen-14-yl)benzimidazole-5-carboxylate COC1=CC(=CC2=C1N(C(=N2)C=2N1CCCCCCC=3N=NN(C(C=4C=CC(C2)=C1N4)C)C3)C)C(=O)OCC